CN(C1CCC1)CCS(=O)(=O)C N-methyl-N-(2-(methylsulfonyl)ethyl)cyclobutan-1-amine